3-(7-fluoro-1-oxo-4-((4-(piperidin-1-ylmethyl)benzyl)thio)isoindolin-2-yl)piperidine-2,6-dione FC=1C=CC(=C2CN(C(C12)=O)C1C(NC(CC1)=O)=O)SCC1=CC=C(C=C1)CN1CCCCC1